thiodipropionate S(CCC(=O)[O-])CCC(=O)[O-]